4-(bromomethyl)-2,3,6-trimethoxypyridine BrCC1=C(C(=NC(=C1)OC)OC)OC